FC([C@H](NC1=CC=C(C=C1)C1=CC2=C(N=CN=C2N2CCOCC2)N1)C1CCN(CC1)[C@@H]1CN(CC1)C(C=C)=O)(F)F 1-((S)-3-(4-((R)-2,2,2-trifluoro-1-((4-(4-morpholino-7H-pyrrolo[2,3-d]pyrimidin-6-yl)phenyl)amino)ethyl)piperidin-1-yl)pyrrolidin-1-yl)prop-2-en-1-one